[NH4+].C(CCCCCCCCCCC)(=O)N(C)CC(=O)[O-] N-lauroylsarcosine ammonium salt